ClC=1C=C2C(=C(C(N(C2=CC1)C)=O)C(=O)OCC)O ethyl 6-chloro-4-hydroxy-1-methyl-2-oxo-quinoline-3-carboxylate